NC1=CC(=C(C(=O)OC)C=C1C#CCNC(=O)OC(C)(C)C)OC methyl 4-amino-5-(3-((tert-butoxycarbonyl)amino)prop-1-yn-1-yl)-2-methoxybenzoate